4-((2,6-difluoro-4-(3-morpholino-1H-1,2,4-triazol-1-yl)benzyl)oxy)phenyl sulfurofluoridate S(OC1=CC=C(C=C1)OCC1=C(C=C(C=C1F)N1N=C(N=C1)N1CCOCC1)F)(=O)(=O)F